ethyl 2-({6-[(1,3-benzothiazol-2-yl)amino]-5-methylpyridazin-3-yl}(methyl)amino)-5-{1-[(tert-butoxy)carbonyl]azetidin-3-yl}-1,3-thiazole-4-carboxylate S1C(=NC2=C1C=CC=C2)NC2=C(C=C(N=N2)N(C=2SC(=C(N2)C(=O)OCC)C2CN(C2)C(=O)OC(C)(C)C)C)C